tert-Butyl (2-(5-(6-methoxypyridin-3-yl)-1H-indole-2-carboxamido)ethyl)carbamate COC1=CC=C(C=N1)C=1C=C2C=C(NC2=CC1)C(=O)NCCNC(OC(C)(C)C)=O